C(C)OC(C(=O)C1=CC=CC=C1)(C1=CC=CC=C1)OCC 2,2-diethoxy-2-phenyl-acetophenone